FC=1C=[N+](C=C(C1)COC=1C(=NC=C(C1)F)C1=C(SC(=C1)C(NC1=CC(=CC=C1)NS(=O)(=O)C)=O)C)[O-] 3-fluoro-5-(((5-fluoro-2-(2-methyl-5-((3-(methylsulfonamido)phenyl)carbamoyl)thiophen-3-yl)pyridin-3-yl)oxy)methyl)pyridine 1-oxide